(1r,3r)-3-(1-methyl-1H-benzo[d]imidazol-7-yl)cyclobutan-1-ol CN1C=NC2=C1C(=CC=C2)C2CC(C2)O